6'-((tert-butoxycarbonyl)amino)-2,4-dimethyl-[3,3'-bipyridine] 1-oxide C(C)(C)(C)OC(=O)NC1=CC=C(C=N1)C=1C(=[N+](C=CC1C)[O-])C